C(C)(C)(C)OC(=O)N1CC2=C(CC1)C(=NN2)C(=O)N2CCC(CC2)C2=C(C=CC=C2C(F)(F)F)F 3-(4-(2-fluoro-6-(trifluoromethyl)phenyl)piperidine-1-carbonyl)-4,5-dihydro-1H-pyrazolo[3,4-c]Pyridine-6(7H)-carboxylic acid tert-butyl ester